(7-hydroxy-1-methyl-1H-pyrrolo[2,3-c]pyridin-3-yl)(phenyl)methanone OC=1N=CC=C2C1N(C=C2C(=O)C2=CC=CC=C2)C